N1CC(C1)CN1C(C(N(C(C1([2H])[2H])([2H])[2H])C=1C(=C2C(N(C(C2=CC1)=O)C1C(NC(CC1)=O)=O)=O)F)([2H])[2H])([2H])[2H] 5-(4-(azetidin-3-ylmethyl)piperazin-1-yl-2,2,3,3,5,5,6,6-d8)-2-(2,6-dioxopiperidin-3-yl)-4-fluoroisoindoline-1,3-dione